ClC=1N=C(C2=C(N1)C(=C(N=C2)Cl)F)N2CCN(C1(CC1)C2)C(=O)O 7-(2,7-Dichloro-8-fluoropyrido[4,3-d]pyrimidin-4-yl)-4,7-diazaspiro[2.5]octane-4-carboxylic acid